ClC=1C(=NC(=NC1)NC1=C(C=CC=C1)S(=O)(=O)N)N1C[C@H](OC2(CCC2)C1)CO (5-chloro-4-[(6S)-6-(hydroxymethyl)-5-oxa-8-azaspiro[3.5]nonan-8-yl]pyrimidin-2-ylamino)benzenesulfonamide